pyrazole-4-carboxylic acid, lithium salt [Li+].N1N=CC(=C1)C(=O)[O-]